(1,1-dioxidothiomorpholino)(5-hydroxy-2-methyl-2-(4-methylpent-3-en-1-yl)-7-pentyl-2H-chromen-6-yl)methanone O=S1(CCN(CC1)C(=O)C=1C(=C2C=CC(OC2=CC1CCCCC)(CCC=C(C)C)C)O)=O